3-(4-((8-chloro-[1,2,4]triazolo[4,3-a]pyridin-3-yl)thio)butoxy)-7-methoxy-2-(4-fluorophenyl)-4H-chromen-4-one ClC=1C=2N(C=CC1)C(=NN2)SCCCCOC2=C(OC1=CC(=CC=C1C2=O)OC)C2=CC=C(C=C2)F